2-(2,6-dioxopiperidin-3-yl)-5-methoxy-6-[(1r,3r)-3-[(propan-2-yl)amino]cyclobutoxy]-2,3-dihydro-1H-isoindole-1,3-dione O=C1NC(CCC1N1C(C2=CC(=C(C=C2C1=O)OC)OC1CC(C1)NC(C)C)=O)=O